C(C1=CC=CC=C1)OC(=O)N[C@@H]1CN([C@H](C=C[C@H]1C)C)C(=O)[O-] |&1:11,17| (3S,4R,7S) and (3R,4S,7S)-3-(((benzyloxy)carbonyl)amino)-4,7-dimethyl-2,3,4,7-tetrahydro-1H-azepine-1-carboxylate